F[C@H]1C[C@H](N(C1)C(=O)OC(C)(C)C)C(=O)OC 1-(tert-butyl) 2-methyl (2S,4S)-4-fluoropyrrolidine-1,2-dicarboxylate